C12CCCC(CC1)N2C=2C=1N(N=C(C2)C=2C(NC(NC2)=O)=O)C=CN1 5-(8-(8-azabicyclo[3.2.1]octan-8-yl)imidazo[1,2-b]pyridazin-6-yl)pyrimidine-2,4(1H,3H)-dione